N-((5-(tert-butyl)-2-methoxyphenyl)sulfonyl)-6-(1H-pyrazol-1-yl)benzofuran-2-carboxamide C(C)(C)(C)C=1C=CC(=C(C1)S(=O)(=O)NC(=O)C=1OC2=C(C1)C=CC(=C2)N2N=CC=C2)OC